pyrrolo[3,2-c]pyridine-2-ylmethanamine dihydrochloride Cl.Cl.N1C(=CC=2C=NC=CC21)CN